C1(=CC=C(C=C1)NC(=O)C=1C=NC=CC1)C N-(p-tolyl)pyridine-3-carboxamide